(R)-2-amino-3-chloro-6,7,7a,8,10,11-hexahydro-9H-pyrazino[1,2-d]pyrido[3,2-b][1,4]thiazepin NC=1C(=CC=2SCC[C@H]3N(C2N1)CCNC3)Cl